N-(3-(2,6-dioxopiperidin-3-yl)phenyl)-7-oxo-7-(piperidin-1-yl)heptanamide tert-butyl-4-(4-((6-(1-methyl-1H-pyrazol-4-yl)isoquinolin-3-yl)carbamoyl)pyridin-2-yl)piperazine-1-carboxylate C(C)(C)(C)OC(=O)N1CCN(CC1)C1=NC=CC(=C1)C(NC=1N=CC2=CC=C(C=C2C1)C=1C=NN(C1)C)=O.O=C1NC(CCC1C=1C=C(C=CC1)NC(CCCCCC(N1CCCCC1)=O)=O)=O